(13E)-1-oxacyclohexadec-13-en O1CCCCCCCCCCC\C=C\CC1